2-{[6-({[4-(dimethylamino)pyridin-2-yl]amino}methyl)imidazo[1,2-a]pyridin-2-yl]methyl}-5-phenyl-1,2-dihydro-2,7-naphthyridin-1-one CN(C1=CC(=NC=C1)NCC=1C=CC=2N(C1)C=C(N2)CN2C(C1=CN=CC(=C1C=C2)C2=CC=CC=C2)=O)C